3-(5-[1,4-dioxaspiro[4.5]decan-8-ylidenemethyl]-3-methyl-2-oxo-1,3-benzodiazol-1-yl)piperidine-2,6-dione O1CCOC12CCC(CC2)=CC2=CC1=C(N(C(N1C)=O)C1C(NC(CC1)=O)=O)C=C2